BrC=1C=C2C(=NC1)N(C(C2)=O)COCC[Si](C)(C)C 5-bromo-1,3-dihydro-1-[[2-(trimethyl-silyl)ethoxy]methyl]-2H-pyrrolo[2,3-b]pyridin-2-one